C(CCCCCCC\C=C/CCCCCCCC)(=O)OCC(COC(CCCCCCC\C=C/CCCCCCCC)=O)OC(CCCCCCC\C=C/CCCCCCCC)=O 2,3-bis[[(Z)-octadec-9-enoyl]oxy]propyl (Z)-octadec-9-enoate